O=C1NC(CCC1N1C(C2=CC=CC(=C2C1)CCCCCNC(C1=C(C=CC=C1)OC)=O)=O)=O N-(5-(2-(2,6-Dioxopiperidin-3-yl)-1-oxoisoindol-4-yl)pentyl)-2-methoxybenzamide